2,3-Diphenylnaphthalene C1(=CC=CC=C1)C1=CC2=CC=CC=C2C=C1C1=CC=CC=C1